(S)-3-(3-(4-hydroxy-1-methyl-2-oxo-1,2-dihydropyridin-3-yl)ureido)-3-(6-phenylpyridin-2-yl)propanoic acid ethyl ester C(C)OC(C[C@@H](C1=NC(=CC=C1)C1=CC=CC=C1)NC(=O)NC=1C(N(C=CC1O)C)=O)=O